ClC=1C=C(C=C2C=C(N=CC12)NC(=O)[C@H]1[C@H](C1)F)C=1C=NN(C1C)[C@@H]1OCCCC1 |&1:24| (±)-cis-N-[8-chloro-6-(5-methyl-1-tetrahydropyran-2-yl-pyrazol-4-yl)-3-isoquinolyl]-2-fluoro-cyclopropanecarboxamide